(S)-2-((1-((1,1-bis(4-isopropylphenyl)prop-1-en-2-yl)amino)-1-oxopropan-2-yl)carbamoyl)-4-methoxypyridin-3-yl acetate C(C)(=O)OC=1C(=NC=CC1OC)C(N[C@H](C(=O)NC(=C(C1=CC=C(C=C1)C(C)C)C1=CC=C(C=C1)C(C)C)C)C)=O